2-(4-methyl-phenyl)-2-methyl-pentanol CC1=CC=C(C=C1)C(CO)(CCC)C